COC1=CC=C(CN2N=CC(=C(C2=O)C(F)(F)F)N[C@H](COC(C(=O)O)C)C)C=C1 2-((S)-2-((1-(4-Methoxybenzyl)-6-oxo-5-(trifluoromethyl)-1,6-dihydropyridazin-4-yl)Amino)propoxy)propionic acid